O[C@H]1C[C@H]2[C@H]([C@H]([C@H]3[C@@H]4CC[C@H]([C@@H](CCC(=O)O)C)[C@]4(CC[C@@H]3[C@]2(CC1)C)C)O)O 3a,6a,7a-trihydroxy-5beta-cholanic acid